(S)-tert-Butyl (1-((4-(4-(adamantan-2-ylidene(4-hydroxyphenyl)methyl)-phenoxy)butyl)amino)-3-(1H-indol-3-yl)-1-oxopropan-2-yl)carbamate C12C(C3CC(CC(C1)C3)C2)=C(C2=CC=C(OCCCCNC([C@H](CC3=CNC1=CC=CC=C31)NC(OC(C)(C)C)=O)=O)C=C2)C2=CC=C(C=C2)O